2-(2-piperidinyl)-piperazine N1C(CCCC1)C1NCCNC1